2-fluoro-4-(4-methoxypiperidin-1-yl)-formylbenzaldehyde FC1=C(C=O)C=CC(=C1C=O)N1CCC(CC1)OC